FC(C1=C(C=CC(=C1)C(F)(F)F)C1CCC2=C(N(C1=O)CC#CC=1N=NC(=CC1)OC)C=CC(=C2)F)(F)F 3-(2,4-bis(trifluoromethyl)phenyl)-7-fluoro-1-(3-(6-methoxypyridazin-3-yl)prop-2-ynyl)-4,5-dihydro-1H-benzo[b]azepin-2(3H)-one